4-methoxy-N,N-bis(4-((E)-4-(trimethylsilyl)styryl)phenyl)aniline COC1=CC=C(N(C2=CC=C(C=C2)\C=C\C2=CC=C(C=C2)[Si](C)(C)C)C2=CC=C(C=C2)\C=C\C2=CC=C(C=C2)[Si](C)(C)C)C=C1